FC(CN1CCC12CC(C2)NC2=NN1C(C(=N2)OC)=C(C=C1)C=1C=C2N=CC=NC2=CC1)F N-((4s,6r)-1-(2,2-Difluoroethyl)-1-azaspiro[3.3]heptan-6-yl)-4-methoxy-5-(quinoxalin-6-yl)pyrrolo[2,1-f][1,2,4]triazin-2-amine